ClC1=CC=C(C=C1)C1=C(CCC(C1)(C)C)C(=O)N1CC2(CN(C2)C(=O)C=2C=C3CN(C(C3=CC2)=O)C2C(NC(CC2)=O)=O)C1 3-(5-(6-(4'-chloro-5,5-dimethyl-3,4,5,6-tetrahydro-[1,1'-biphenyl]-2-carbonyl)-2,6-diazaspiro[3.3]heptane-2-carbonyl)-1-oxoisoindolin-2-yl)piperidine-2,6-dione